[2-(4-formylcyclohexyl)-6-methoxy-indazol-5-yl]-5-methoxy-pyridine C(=O)C1CCC(CC1)N1N=C2C=C(C(=CC2=C1)C1=NC=C(C=C1)OC)OC